FC1=C(C[C@@]2(NCCC2)C(=O)O)C=CC=C1 alpha-(2-fluoro-benzyl)-proline